CN(C)C=C1C(N(CC1=O)C(=O)OC(C)(C)C)C(=O)OC(C)(C)C di-tert-butyl 3-((dimethylamino)methylene)-4-oxopyrrolidine-1,2-dicarboxylate